(R)-5-chloro-2-fluoro-4-((1-phenylpropyl)amino)-N-(thiazol-2-yl)benzenesulfonamide 3,4,5-trihydroxytetrahydro-2H-pyran-2-carboxylate OC1C(OCC(C1O)O)C(=O)O.ClC=1C(=CC(=C(C1)S(=O)(=O)NC=1SC=CN1)F)N[C@H](CC)C1=CC=CC=C1